C1(CC1)CNNC(C1=C(C=C(C=C1)/C(=C/C(C(F)(F)F)C1=CC(=C(C(=C1)Cl)Cl)Cl)/F)C(F)(F)F)=O (Z)-N'-(cyclopropylmethyl)-4-(1,4,4,4-tetrafluoro-3-(3,4,5-trichlorophenyl)but-1-en-1-yl)-2-(trifluoromethyl)benzoyl-hydrazine